[N+](=O)([O-])C1=CC=C(O1)CN1CC=CC=C1 1-((5-nitrofuran-2-yl)methyl)pyridine